N,N'-((1r,4r)-cyclohexane-1,4-diyl)bis(2-(4-chlorophenoxy)acetamide) C1CC(CCC1NC(=O)COC2=CC=C(C=C2)Cl)NC(=O)COC3=CC=C(C=C3)Cl